O=C1N(CC12CCC2)C2=CC=C(C(=O)NC1=CC(=CC=C1)C#CC1=NC=CC=C1)C=C2 4-(1-OXO-2-AZASPIRO[3.3]HEPTAN-2-YL)-N-(3-(PYRIDIN-2-YLETHYNYL)PHENYL)BENZAMIDE